3-amino-1H-1,2,4-triazole hydrofluoride F.NC1=NNC=N1